1-((3R)-4-(5-chloro-7-fluoro-6-(3-hydroxy-1-naphthalenyl)-2,1-benzothiazol-3-yl)-3-(hydroxymethyl)-1-piperazinyl)-2-propen-1-one ClC=1C(=C(C=2C(=C(SN2)N2[C@H](CN(CC2)C(C=C)=O)CO)C1)F)C1=CC(=CC2=CC=CC=C12)O